Cl.C(C)(=O)OC[C@H]([C@H]([C@@H]([C@H](CN)OC(C)=O)OC(C)=O)OC(C)=O)OC(C)=O (2R,3R,4R,5S)-6-aminohexane-1,2,3,4,5-pentayl pentaacetate HCl salt